6-amino-2-(3,5-dichloro-4-((4'-oxo-3',4',6',7'-tetrahydrospiro[cyclopentane-1,5'-cyclopenta[d]pyridazin]-1'-yl)oxy)phenyl)-1,2,4-triazine-3,5(2H,4H)-dione NC=1C(NC(N(N1)C1=CC(=C(C(=C1)Cl)OC1=NNC(C2=C1CCC21CCCC1)=O)Cl)=O)=O